2-[2-(2-phenylthioethylthio)ethyl]pyridine C1(=CC=CC=C1)SCCSCCC1=NC=CC=C1